C(C)(C)(C)C1=NC(=NO1)C(=O)NCC1=C(C=C(C=C1)C1=NC=NN2C1=CC(=C2)C2CN(CC2)C)C 5-(tert-butyl)-N-(2-methyl-4-(6-(1-methylpyrrolidin-3-yl)pyrrolo[2,1-f][1,2,4]triazin-4-yl)benzyl)-1,2,4-oxadiazole-3-carboxamide